O=C1NC(CCC1N1CC2=CC=C(C=C2C1=O)CNC(OC1CC(C1)C1=CC=CC=2N=CSC21)=O)=O 3-(benzo[d]thiazol-7-yl)cyclobutyl ((2-(2,6-dioxopiperidin-3-yl)-3-oxoisoindolin-5-yl)methyl)carbamate